ClCCCOC1=C(C=C(C=C1)CCO)F 2-(4-(3-Chloropropoxy)-3-fluorophenyl)ethan-1-ol